2,2'-[1,4-phenylenedi(methyleneoxy[1,1'-binaphthyl]-2',2-diyloxy)]bis(acetic acid) C1(=CC=C(C=C1)COC1=C(C2=CC=CC=C2C=C1)C1=C(C=CC2=CC=CC=C12)OCC(=O)O)COC1=C(C2=CC=CC=C2C=C1)C1=C(C=CC2=CC=CC=C12)OCC(=O)O